BrC=1C=C(C(=CC1OCCOC)N)N 4-bromo-5-(2-methoxyethoxy)benzene-1,2-diamine